NC=1C(=NN(C1)COCC[Si](C)(C)C)C#N 4-amino-1-((2-(trimethylsilyl)ethoxy)methyl)-1H-pyrazole-3-carbonitrile